(E)-1-phenyl-2-(m-tolyl)diazene C1(=CC=CC=C1)\N=N\C=1C=C(C=CC1)C